pyridinium (pyrylium) [O+]1=CC=CC=C1.[NH+]1=CC=CC=C1